FC(OC1=NC=CC=C1S)(F)F 2-(Trifluoromethoxy)pyridine-3-thiol